dimethylsilyl (TBDMS) ether [Si](C)(C)(C(C)(C)C)O[SiH](C)C